B(O)(O)O.[Zn] zinc boric acid